2-(4-Bromo-1-((R)-6-fluoro-6,7-dihydro-5H-pyrrolo[1,2-c]imidazol-1-yl)but-3-yne-1-yl)-4-chloro-2H-indazole BrC#CCC(C1=C2N(C=N1)C[C@@H](C2)F)N2N=C1C=CC=C(C1=C2)Cl